2-[2-(4-Methylphenyl)sulfonyloxyethoxy]ethyl 4-methylbenzene-sulfonate CC1=CC=C(C=C1)S(=O)(=O)OCCOCCOS(=O)(=O)C1=CC=C(C=C1)C